C(C1=CC=CC=C1)C1C(N[C@H](C(N[C@@H](CC2(CCNC2=O)CCCCCC1)[C@@H](O)P(OCC)(OCC)=O)=O)CC(C)C)=O diethyl ((1S)-((7S,10S)-13-benzyl-10-isobutyl-1,9,12-trioxo-2,8,11-triazaspiro[4.14]nonadecan-7-yl)(hydroxy)methyl)phosphonate